4-(3-bromoanilino)-2'-(4-chlorophenyl)-2',3'-dihydrospiro[cyclohexane-1,1'-indene]-4-carboxylic acid BrC=1C=C(NC2(CCC3(C(CC4=CC=CC=C34)C3=CC=C(C=C3)Cl)CC2)C(=O)O)C=CC1